1-(2,2-dimethyl-4-(4-((3-methyl-4-((1-methyl-1H-benzo[d][1,2,3]triazol-5-yl)oxy)phenyl)amino)pyrido[3,2-d]pyrimidin-6-yl)piperazin-1-yl)prop-2-en-1-one CC1(N(CCN(C1)C=1C=CC=2N=CN=C(C2N1)NC1=CC(=C(C=C1)OC1=CC2=C(N(N=N2)C)C=C1)C)C(C=C)=O)C